sulfanilic acid anion S(=O)(C1=CC=C(C=C1)N)(=O)[O-]